6-chloro-3-(1H-imidazol-1-yl)-5-methoxy-1-methyl-2-(1H-1,2,4-triazol-3-yl)-1H-pyrrolo[3,2-b]pyridine ClC=1C=C2C(=NC1OC)C(=C(N2C)C2=NNC=N2)N2C=NC=C2